4-(2,4-dimethylthiazol-5-yl)-N-[(1R,3S)-3-([1,2,4]triazolo[4,3-a]pyridin-3-yl)cyclohexyl]-5-(trifluoromethyl)pyrimidin-2-amine CC=1SC(=C(N1)C)C1=NC(=NC=C1C(F)(F)F)N[C@H]1C[C@H](CCC1)C1=NN=C2N1C=CC=C2